C12C(NN=CC2O1)=O 7-OXA-3,4-DIAZABICYCLO[4.1.0]HEPT-4-EN-2-ONE